(4r,5r)-ethyl-5-(4-methylthiazol-5-yl)-2,2-dimethyl-1,3-dioxolan-4-carboxylate C(C)OC(=O)[C@@H]1OC(O[C@H]1C1=C(N=CS1)C)(C)C